COCC1=NN(C(=C1)C(=O)NC1=NNC(=C1)[C@H]1C[C@H](CC1)OC1=CC=CC=C1)C 3-(methoxymethyl)-1-methyl-N-(5-((1R,3S)-3-phenoxycyclopentyl)-1H-pyrazol-3-yl)-1H-pyrazole-5-carboxamide